4-(2-{5-[(7R)-7-amino-2-azabicyclo[2.2.1]heptane-2-carbonyl]-7-methoxy-1-methyl-1H-1,3-benzodiazol-2-yl}-1-(cyclopropylmethyl)-1H-indol-6-yl)-5-fluoro-2-methoxyphenol N[C@H]1C2N(CC1CC2)C(=O)C2=CC1=C(N(C(=N1)C=1N(C3=CC(=CC=C3C1)C1=CC(=C(C=C1F)O)OC)CC1CC1)C)C(=C2)OC